(dibenzylidene-acetone) dipalladium (0) [Pd].[Pd].C(C1=CC=CC=C1)=CC(=O)C=CC1=CC=CC=C1